C(C)C1=C(N=C2N1C=C(C(=C2)F)C2=NN=NN2)C(O)(C2=CC=CC=C2)C2=CC=CC=C2 [3-Ethyl-7-fluoro-6-(1H-tetrazol-5-yl)-imidazo[1,2-a]pyridin-2-yl]diphenyl-methanol